(E)-hex-4-en-2-yl (E)-dec-8-enoate C(CCCCCC\C=C\C)(=O)OC(C)C\C=C\C